N-[(1S)-1-[3-(4-morpholinyl)phenyl]ethyl]-2-[2-(1-piperidinyl)ethyl]-4-(trifluoromethyl)-5-thiazolecarboxamide N1(CCOCC1)C=1C=C(C=CC1)[C@H](C)NC(=O)C1=C(N=C(S1)CCN1CCCCC1)C(F)(F)F